N1(C=CC=C1)CN(C=O)C1=C(C=CC=C1)NC1=CC=CC=C1 N-((1H-pyrrol-1-yl)methyl)-N-(2-(phenylamino)phenyl)carboxamide